C1(=CC=CC=C1)C=CC=1C(=CC=CC1)S(=O)(=O)[O-] 2'-stilbenesulfonate